CC1=NC2=CC3=C(C=C2C(=N1)N[C@H](C)C1=C(C(=CC=C1)C(F)(F)F)C)N(CCO3)C3COCC3 2-Methyl-N-((R)-1-(2-methyl-3-(trifluoromethyl)phenyl)ethyl)-6-(tetrahydrofuran-3-yl)-7,8-dihydro-6H-[1,4]oxazino[3,2-g]quinazolin-4-amine